[Mg+2].O=C(C(=O)[O-])CCC(=O)[O-] alpha-ketoglutaric acid magnesium salt